BrC=1C=C2C(=NC1)NC(=C2I)C(F)F 5-bromo-2-(difluoromethyl)-3-iodo-1H-pyrrolo[2,3-b]pyridine